2-(tert-Butoxycarbonylamino)spiro[3.3]Heptane C(C)(C)(C)OC(=O)NC1CC2(C1)CCC2